2-ethyl-2-methyl-1,3-Dioxolane C(C)C1(OCCO1)C